2-{4-[4-(dimethylamino)-1-piperidyl]-3-anisidino}-4-(3-quinolylamino)pyrimidine CN(C1CCN(CC1)C1=C(C=C(OC)C=C1)NC1=NC=CC(=N1)NC=1C=NC2=CC=CC=C2C1)C